[Br-].[Br-].C[NH+](CCC[NH+](C)C)C N1,N1,N3,N3-tetramethylpropane-1,3-diaminium dibromide